C1(=CC=C(C=C1)C1=C(C(=CC=2C(C3=CC=CC=C3C(C12)(C)C)(C)C)B1OC(C(O1)(C)C)(C)C)N)C1=CC=CC=C1 ([1,1'-biphenyl]-4-yl)-9,9,10,10-tetramethyl-3-(4,4,5,5-tetramethyl-1,3,2-dioxaborolan-2-yl)-9,10-dihydroanthracene-2-amine